Tert-Butyl 4-[1-(Thiophen-2-Ylmethyl)-2-(Trifluoromethyl)-1H-Indol-4-Yl]Piperazine-1-Carboxylate S1C(=CC=C1)CN1C(=CC2=C(C=CC=C12)N1CCN(CC1)C(=O)OC(C)(C)C)C(F)(F)F